BrC1=C(C=C(C=C1)OC1=CC=C(C=C1)[N+](=O)[O-])C 1-Bromo-2-methyl-4-(4-nitrophenoxy)benzene